ClC=1C=C(C=CC1F)[C@@H](NC(=O)[C@@H]1CNC(O1)=O)C1=NC(=CC=C1)C(F)(F)F |o1:8| (S)-N-((R or S)-(3-chloro-4-fluorophenyl)(6-(trifluoromethyl)pyridin-2-yl)methyl)-2-oxooxazolidine-5-carboxamide